NC1=C(N=CC(=N1)N1CCC2(CC1)[C@@H](C=1C(=NC=CC1)C2)N)SC2=C(C(=NC=C2)OC)Cl (S)-1'-(6-amino-5-((3-chloro-2-methoxypyridin-4-yl)thio)pyrazin-2-yl)-5,7-dihydro-spiro[cyclopenta[b]pyridine-6,4'-piperidin]-5-amine